6-(4-fluoronaphthalen-1-yl)-2-methoxy-5H-pyrrolo[3,2-b:5,4-c']dipyridine FC1=CC=C(C2=CC=CC=C12)C1=NC=CC2=C1NC=1C2=NC(=CC1)OC